3-((3S,5R)-3-methyl-5-((5-(5-methyloxazol-2-yl)-1H-pyrrolo[2,3-b]pyridin-4-yl)amino)piperidin-1-yl)-3-oxopropanenitrile C[C@@H]1CN(C[C@@H](C1)NC1=C2C(=NC=C1C=1OC(=CN1)C)NC=C2)C(CC#N)=O